BrC1=CC(=C(OC=2C=CC(=C(C2)S(=O)(=O)NC2(CC2)C(=O)NC2CC2)OC)C(=C1)Cl)Cl 1-[[5-(4-bromo-2,6-dichloro-phenoxy)-2-methoxy-phenyl]sulfonylamino]-N-cyclopropyl-cyclopropanecarboxamide